NC=1C(=C2CCC(C2=C(C1)N)(C)C)C 5,7-diamino-1,1,4-trimethylindan